[125I]C=1C=C(C=CC1)C1C(=O)N(C(C1)=O)O m-[125I]iodophenyl-N-hydroxysuccinimide